o-[(S)-5-methyl-6-(2-vinyl-4-pyridyl)-6,7,8,9-tetrahydro-5H-1,2,6,9-tetraazafluoren-3-yl]phenol C[C@H]1C=2C=3C=C(N=NC3NC2CCN1C1=CC(=NC=C1)C=C)C1=C(C=CC=C1)O